The molecule is the glycolipid moiety of the lipopolysaccharide produced by E. coli. It has a role as an Escherichia coli metabolite. It is a lipid A, a dodecanoate ester and a tetradecanoate ester. It is a conjugate acid of a lipid A(4-) (E. coli). CCCCCCCCCCCCCC(=O)O[C@H](CCCCCCCCCCC)CC(=O)O[C@@H]1[C@H]([C@@H](O[C@@H]([C@H]1OP(=O)(O)O)CO)OC[C@@H]2[C@H]([C@@H]([C@H]([C@H](O2)OP(=O)(O)O)NC(=O)C[C@@H](CCCCCCCCCCC)O)OC(=O)C[C@@H](CCCCCCCCCCC)O)O)NC(=O)C[C@@H](CCCCCCCCCCC)OC(=O)CCCCCCCCCCC